(5Z)-5-(quinoxalin-6-ylmethylene)-2-thioxo-imidazolidin-4-one N1=CC=NC2=CC(=CC=C12)\C=C/1\C(NC(N1)=S)=O